1-(2,6-dioxopiperidin-3-yl)-3-methyl-2-oxo-2,3-dihydro-1H-benzo[d]imidazol O=C1NC(CCC1N1C(N(C2=C1C=CC=C2)C)=O)=O